FC(C=O)(F)F 2,2,2-trifluoroethanone